C(C(C)C)C1N(CC(C2=CC=CC=C12)=O)C(C(F)(F)F)=O 1-isobutyl-2-(2,2,2-trifluoroacetyl)-1,3-dihydroisoquinolin-4-one